methoxyspiro[5H-cyclopenta[c]pyridine-6,4'-piperidine] CON1CCC2(CC1)CC1=C(C=NC=C1)C2